C(C(C)C)OC(=O)C1=C(C(C=C(C1)C)C)C(=O)OCC(C)C 3,5-dimethyl-1,4-cyclohexadiene-1,2-dicarboxylic acid diisobutyl ester